NC=1C=C(C=CC1F)C(CCC1CC1)N1C(CCC=C1)=O (+)-1-(1-(3-amino-4-fluorophenyl)-3-cyclopropyl-propyl)-3,4-dihydropyridin-2(1H)-one